C(C)C1=CC(=CC2=C1N=C(O2)NC2=C(C=CC=C2)OC)C(=O)O.COC2=C(C=CC=C2)NC=2OC1=C(N2)C=CC(=C1)C(=O)OCC ethyl 2-((2-methoxyphenyl)amino)benzo[d]oxazole-6-carboxylate (Ethyl 2-((2-methoxyphenyl)amino)benzo[d]oxazole-6-carboxylate)